ClC1=C(C(=CC=C1)Cl)C1=NOC(=C1CN1C(CN(CC1)C(=O)OC(C)(C)C)(C)C)C(C)C tert-Butyl 4-[[3-(2,6-dichlorophenyl)-5-(propan-2-yl)-1,2-oxazol-4-yl] methyl]-3,3-dimethylpiperazine-1-carboxylate